C(C)(=O)N[C@@H](CCC(O)=O)C(=O)N[C@@H](CCSC)C(=O)N[C@@H](CCC(=O)O)C(=O)N[C@@H](CCCNC(N)=N)C(=O)N[C@@H](CCCNC(N)=N)C(=O)N acetyl-L-alpha-glutamyl-L-methionyl-L-glutamyl-L-arginyl-L-argininamide